(S)-6-benzhydryl-3-(difluoromethyl)-11-hydroxy-5,6-dihydro-10H-imidazo[1,2-a]pyrido[2,1-c]pyrazin-10-one C(C1=CC=CC=C1)(C1=CC=CC=C1)[C@@H]1N2C(C=3N(C1)C(=CN3)C(F)F)=C(C(C=C2)=O)O